ClC1=C(C(=O)NC=2OC(=NN2)CC)C=CC(=C1S(=O)C(C)C)S(=O)(=O)C 2-chloro-N-(5-ethyl-1,3,4-oxadiazol-2-yl)-3-(isopropylsulfinyl)-4-(methylsulfonyl)benzamide